CC1=CC=CC(=N1)C=1C(=C2N(N1)CCC2)C2=CC(=NC=C2)C2=NC1=C(N2)CN(C1)C1N(CCOC1)C(=O)N1C(COCC1)N1CC=2NC(=NC2C1)C1=NC=CC(=C1)C1=C2N(N=C1C1=NC(=CC=C1)C)CCC2 (2-(4-(2-(6-Methylpyridin-2-yl)-5,6-dihydro-4H-pyrrolo[1,2-b]pyrazol-3-yl)pyridin-2-yl)-4,6-dihydro-pyrrolo[3,4-d]imidazol-5(1H)-yl)(morpholinyl)ketone